6-Chloro-N-(5-chloro-2-fluoro-4-methoxy-phenyl)pyrido[3,2-d]pyrimidin-4-amine ClC=1C=CC=2N=CN=C(C2N1)NC1=C(C=C(C(=C1)Cl)OC)F